FC1=C(C=C(C=C1)NC(=O)NC1=CC=C(C=C1)C(F)(F)F)C(=O)C=1C=C2N=C(C=NC2=CC1)N1CCOCC1 1-(4-fluoro-3-(3-morpholinoquinoxaline-6-carbonyl)phenyl)-3-(4-(trifluoromethyl)phenyl)urea